VINYLCHLORIDE C(=C)Cl